C(#N)C=1C=C2C(=NC1)N(C=C2)C2=CC(=C(C=N2)C2=NN=C(S2)C2CCC(CC2)NC(OC(C)(C)C)=O)NC tert-butyl ((1r,4r)-4-(5-(6-(5-cyano-1H-pyrrolo[2,3-b]pyridin-1-yl)-4-(Methylamino)pyridin-3-yl)-1,3,4-thiadiazol-2-yl)cyclohexyl)carbamate